CC(CC(=O)O)CC(C)(C)C 3,5,5-trimethyl-hexanoic acid